rac-(1S,3R,4S)-3-fluoro-4-hydroxycyclopentane-1-carboxylate F[C@@H]1C[C@H](C[C@@H]1O)C(=O)[O-] |r|